(2-((4-(2-methyl-5-(pyrrolidin-1-yl)pyridin-3-yl)-1H-1,2,3-triazol-1-yl)methyl-yl)imidazo[1,2-a]pyridin-6-yl)methanol CC1=NC=C(C=C1C=1N=NN(C1)C=C1N=C2N(C=C(C=C2)CO)C1)N1CCCC1